C12(CC3CC(CC(C1)C3)C2)CN2N=CC(=C2C)C2=C(C=3N(C=C2)C(=CN3)NC3=C(C=C(C=C3)N3CCNCC3)C(NC=3SC2=C(N3)C=CC=C2)=O)C(=O)OC methyl 7-(1-(adamantan-1-ylmethyl)-5-methyl-1H-pyrazol-4-yl)-3-((2-(benzo[d]thiazol-2-ylcarbamoyl)-4-(piperazin-1-yl)phenyl)amino)imidazo[1,2-a]pyridine-8-carboxylate